C[C@@H]1CC[C@@]2(CC[C@@]3(C(=CC[C@H]4[C@]3(CC[C@@H]5[C@@]4(CC[C@@H](C5(C)C)O)C)C)[C@@H]2[C@H]1C)C)C(=O)O The molecule is a pentacyclic triterpenoid that is urs-12-en-28-oic acid substituted by a beta-hydroxy group at position 3. It has a role as a plant metabolite. It is a pentacyclic triterpenoid and a hydroxy monocarboxylic acid. It derives from a hydride of an ursane.